C(CCCCCCCCC)OC1=CC=C(CNC(O)=O)C=C1.C(N)(OCC1=CC=C(C=C1)OCCCCCCCCCC)=O p-decyloxybenzyl carbamate (p-decyloxybenzyl carbamate)